(2s,3s)-2-amino-3-hydroxy-3-(1H-imidazol-2-yl)propionic acid N[C@H](C(=O)O)[C@@H](C=1NC=CN1)O